(R)-1-acetyl-4-ethyl-N-(2-((ethylamino)methyl)benzyl)-N-(2-oxo-2-((2'-oxo-1,1',2',3-tetrahydrospiro[indene-2,3'-pyrrolo[2,3-b]pyridin]-5-yl)amino)ethyl)piperidine-4-carboxamide C(C)(=O)N1CCC(CC1)(C(=O)N(CC(NC=1C=C2C[C@]3(C(NC4=NC=CC=C43)=O)CC2=CC1)=O)CC1=C(C=CC=C1)CNCC)CC